C(C)(C)N1CCN(C(CC1)=O)C1=CC(=CC=C1)O[C@@H](CCNC)C1=CSC=C1 (S)-1-isopropyl-4-(3-(3-(methylamino)-1-(thiophen-3-yl)propoxy)phenyl)-1,4-diazepan-5-one